CC(CC(CC)=NO)CC N-(5-Methylheptan-3-yliden)hydroxylamin